1-((3S,4R)-1-(3-methoxy-1H-pyrazolo[3,4-b]pyridin-5-yl)-3-methylpiperidin-4-yl)-1-methyl-3-(1-methyl-2-oxo-5-(trifluoromethyl)-1,2-dihydropyridin-3-yl)urea COC1=NNC2=NC=C(C=C21)N2C[C@@H]([C@@H](CC2)N(C(=O)NC=2C(N(C=C(C2)C(F)(F)F)C)=O)C)C